C12(CC3CC(CC(C1)C3)C2)NCCCCNC=2C=C(C=CC2)C2C(NC(CC2)=O)=O 3-(3-((4-((adamantan-1-yl)amino)butyl)amino)phenyl)piperidine-2,6-dione